(L)-leucine amide N[C@@H](CC(C)C)C(=O)N